ClC=1C=C(C=C(C1)/C=N/C(C(C)C)O)O (E)-3-chloro-5-((1-hydroxy-2-methylpropylimino)methyl)phenol